biscyclopentadienyltitanium diazide [N-]=[N+]=[N-].[N-]=[N+]=[N-].C1(C=CC=C1)[Ti+2]C1C=CC=C1